2-phenyl-3-ethoxyquinolin-4-one C1(=CC=CC=C1)C1=NC2=CC=CC=C2C(C1OCC)=O